NCC1OC2=C(OC1)C(=CC=C2N2CCNCC2)CN 3,8-Bis(aminomethyl)-5-(piperazin-1-yl)-2,3-dihydro-1,4-benzodioxine